FC1=C(C=C(C=C1)N1C(NC=2C1=NC=CC2)=O)OC 3-(4-fluoro-3-methoxyphenyl)-1H-imidazo[4,5-b]pyridin-2(3H)-one